N=1OCC2C1CN(C2)C(=O)OC(C)(C)C tert-butyl 3a,4-dihydro-3H-pyrrolo[3,4-c]isoxazole-5(6H)-carboxylate